C(C)(=O)NC1=CC=C(C=C1)C1=NOC(=N1)N1CCC(CC1)C(=O)NCC1CN(CC1)CC1=CC=C(C=C1)C 1-(3-(4-Acetamidophenyl)-1,2,4-oxadiazol-5-yl)-N-((1-(4-methylbenzyl)pyrrolidin-3-yl)methyl)piperidine-4-carboxamide